2-{5-[(1,3-Benzothiazol-2-yl)amino]-1H-pyrrolo[2,3-b]pyridin-1-yl}-1,3-thiazole-4-carboxylic acid S1C(=NC2=C1C=CC=C2)NC=2C=C1C(=NC2)N(C=C1)C=1SC=C(N1)C(=O)O